C(#N)C=1C(=CC2=C(C=CO2)C1)C(C(=O)O)C 2-(5-cyanobenzofuran-6-yl)propanoic acid